CN1CC(CCC1)C(=O)NC=1C=C2CNCC2=C(C1)C1=CC=CC=C1 1-methyl-N-(7-phenylisoindolin-5-yl)piperidine-3-carboxamide